copper (dl)-lysine N[C@@H](CCCCN)C(=O)O.[Cu] |r|